BrC1=CC(=C(N)C=C1F)C 4-bromo-5-fluoro-2-methylaniline